FC1=C(C=C(C(=C1)OC)C(N[C@@H]1[C@H]2CC[C@@H]([C@@H]1C(NC1=CC=C(C=C1)S(F)(F)(F)(F)F)=O)C2)=O)C2=CC=C(C=C2)C(=O)OCC Ethyl 2'-fluoro-4'-methoxy-5'-(((1S,2R,3S,4R)-3-((4-(pentafluoro-λ6-sulfaneyl)phenyl)carbamoyl)bicyclo[2.2.1]heptan-2-yl)carbamoyl)-[1,1'-biphenyl]-4-carboxylate